Anisidin COC1=CC=C(C=C1)N